(E)-3-(3-fluoro-4-methoxyphenyl)-1-(6-methoxy-2,4-bis(methoxymethoxy)-3-(3-methylbut-2-enyl)phenyl)prop-2-en-1-one FC=1C=C(C=CC1OC)/C=C/C(=O)C1=C(C(=C(C=C1OC)OCOC)CC=C(C)C)OCOC